2-[2-(methylamino)-acetamido]imidazo[1,2-b]pyridazin CNCC(=O)NC=1N=C2N(N=CC=C2)C1